NC=1C=2CCC2C=CC1C(=O)C1CCC1 (2-Aminobicyclo[4.2.0]oct-1(6),2,4-trien-3-yl)(cyclobutyl)methanone